CC(C1=CC=CC=C1)(C2=CC=CC=N2)OCCN(C)C The molecule is a member of pyridines and a tertiary amine. It has a role as a histamine antagonist, a cholinergic antagonist, a sedative, an antiemetic, a H1-receptor antagonist, an anti-allergic agent and an antitussive.